6-(3,5-dimethylisoxazol-4-yl)-1-(4-methoxybenzyl)-4-nitro-1H-benzo[d]imidazol-2(3H)-one CC1=NOC(=C1C=1C=C(C2=C(N(C(N2)=O)CC2=CC=C(C=C2)OC)C1)[N+](=O)[O-])C